Copper bromine [Br].[Cu]